4-formyl-2-methoxyphenol glutarate C(CCCC(=O)O)(=O)O.C(=O)C1=CC(=C(C=C1)O)OC